N,1-dimethyl-2-oxo-N-(2,2,2-trifluoro-1-(4-fluorophenyl)ethyl)-1,2-dihydropyridine-4-sulfonamide CN(S(=O)(=O)C1=CC(N(C=C1)C)=O)C(C(F)(F)F)C1=CC=C(C=C1)F